COC1=CC=C(C=C1)C(OC[C@@H](C(=O)N1CCC(CC1)CO)NC(CCOCCOCCC(C(=O)N)CCCCCCCCCCCCCC)=O)(C1=CC=CC=C1)C1=CC=C(C=C1)OC 2-[2-[2-[3-[[(1S)-1-[[bis(4-methoxyphenyl)-phenyl-methoxy]methyl]-2-[4-(hydroxymethyl)-1-piperidinyl]-2-oxo-ethyl]amino]-3-oxo-propoxy]ethoxy]ethyl]hexadecanamide